(R)-2-(4-(methylcarbamoyl)phenyl)-N-(pyrrolidin-2-ylmethyl)benzo[d]imidazo[2,1-b]thiazole-7-carboxamide formate C(=O)O.CNC(=O)C1=CC=C(C=C1)C=1N=C2SC3=C(N2C1)C=CC(=C3)C(=O)NC[C@@H]3NCCC3